C[Si](C)(C)C#CC=1C=C(C=CC1)S(=O)(=O)NC=1C=C(C=CC1)C=1N=C(SC1)NC(C)=O N-(4-(3-(3-((trimethylsilyl)ethynyl)phenylsulfonamido)phenyl)thiazol-2-yl)acetamid